CN1C(C(=CC2=C1N=CN=C2N[C@H](C)C2=CC(=CC(=C2)C(F)(F)F)[N+](=O)[O-])O[C@@H]2CN(CC2)C(=O)[O-])=O (S)-3-((8-methyl-4-(((R)-1-(3-nitro-5-(trifluoromethyl)phenyl)ethyl)amino)-7-oxo-7,8-dihydropyrido[2,3-d]pyrimidin-6-yl)oxy)pyrrolidine-1-carboxylate